C(#N)C1=C(C=CC2=C1OC[C@@H]1N(CCN2C1)C(=O)OC(C)(C)C)[N+](=O)[O-] tert-butyl (3R)-11-cyano-10-nitro-2,3,5,6-tetrahydro-4H-3,7-methanobenzo[b][1,4,7]oxadiazonine-4-carboxylate